N1C=NC=C1CCNC(CC(=O)NCCC1=CN=CN1)=O N,N'-bis-[2-(1H-imidazol-5-yl)ethyl]propanediamide